1-butyl-2,3-dimethylpyridinium C(CCC)[N+]1=C(C(=CC=C1)C)C